spiro[3.3]heptan-2-ylmethyl ((2-(2,6-dioxopiperidin-3-yl)-3-oxoisoindolin-5-yl)methyl)carbamate O=C1NC(CCC1N1CC2=CC=C(C=C2C1=O)CNC(OCC1CC2(C1)CCC2)=O)=O